ClC=1C=C(C=CC1F)C(C=1NC(=C(N1)S(=O)(=O)C)C)OCC1=CC(=CC=C1)OC(F)(F)F 2-((3-chloro-4-fluorophenyl)((3-(trifluoromethoxy)benzyl)oxy)methyl)-5-methyl-4-(methyl-sulfonyl)-1H-imidazole